methyl 2,3-di-O-benzyl-alpha-D-glucopyranoside CO[C@@H]1[C@@H]([C@H]([C@@H]([C@H](O1)CO)O)OCC2=CC=CC=C2)OCC3=CC=CC=C3